C(OCC(=C(I)Br)I)(OCC)=O 3-bromo-2,3-diiodo-2-propenyl ethyl carbonate